4-(2-azabicyclo[2.2.1]heptan-2-yl)-N-((S)-8-cyano-5-methyl-4-oxo-2,3,4,5-tetrahydro-benzo[b][1,4]oxazepin-3-yl)-5-methylpyrimidine-2-carboxamide C12N(CC(CC1)C2)C2=NC(=NC=C2C)C(=O)N[C@@H]2C(N(C1=C(OC2)C=C(C=C1)C#N)C)=O